OC(CC(C)=O)(C)C 4-hydroxyl-4-methyl-2-pentanone